BrC1=CC=C(C=C1)/C(=C\C1=CC=C(C=C1)Br)/C1=NC(=CC=C1)C (E)-2-(1,2-bis(4-bromophenyl)vinyl)-6-methylpyridine